alpha-aminopentanedioic acid sodium [Na].NC(C(=O)O)CCC(=O)O